N-(4-((6-((((3-(6-hydroxy-3-oxoisoindolin-1-yl)-1H-indol-2-yl)methyl)amino)methyl)-1H-indol-1-yl)methyl)benzyl)propenamide OC1=CC=C2C(NC(C2=C1)C1=C(NC2=CC=CC=C12)CNCC1=CC=C2C=CN(C2=C1)CC1=CC=C(CNC(C=C)=O)C=C1)=O